C(C)(C)[C@H]1[C@@H](C[C@@H](CC1)C)N1N=NC(=C1)C1(CCCCC1)O 1-(1-((1R,2S,5R)-2-isopropyl-5-methylcyclohexyl)-1H-1,2,3-triazole-4-yl)cyclohexan-1-ol